C1=C(C=CC2=CC=CC=C12)C1=CC=C(C=C1)C1=C2C=CC=CC2=CC2=CC=CC=C12 10-[4-(2-naphthyl)phenyl]anthracene